C(C)C1C(CC(CC1)(C)C)O 2-ETHYL-5,5-DIMETHYL-CYCLOHEXANOL